FC1=CC(=C(C=C1)C1=CC(=CC=C1)C=1OC=2C(=NC(=CC2)CN[C@H]2[C@H](CCC2)O)N1)C1=NN=CN1C (1S,2R)-2-(((2-(4'-Fluoro-2'-(4-methyl-4H-1,2,4-triazol-3-yl)-[1,1'-biphenyl]-3-yl)oxazolo[4,5-b]pyridin-5-yl)methyl)amino)cyclopentan-1-ol